CC=1N(C=CN1)[C@@H](C)C1=CC=C(C=C1)NC(=O)[C@H]1COC2=C(O1)C=CC=C2 (R)-N-(4-((S)-1-(2-methyl-1H-imidazol-1-yl)ethyl)phenyl)-2,3-dihydrobenzo[b][1,4]dioxine-2-carboxamide